(3S,4R)-4-({5-fluoro-7-[5-(1,1,2-trifluoro-2-methylpropyl)pyridin-2-yl]pyrrolo[2,1-f][1,2,4]triazin-2-yl}amino)oxan-3-ol FC=1C=C(N2N=C(N=CC21)N[C@H]2[C@@H](COCC2)O)C2=NC=C(C=C2)C(C(C)(C)F)(F)F